diguanidinoethyl-aminoethane N(C(=N)N)C(CC(C)N)NC(=N)N